BrC1=C(C=C(C=C1F)C=1N=NN(C1)[C@@H]1[C@H]([C@@H](O[C@H]2[C@@H]1OC(OC2)C2=CC=CC=C2)C(=O)OC)OCC(F)F)F methyl (4aR,6R,7R,8R,8aR)-8-(4-(4-bromo-3,5-difluorophenyl)-1H-1,2,3-triazol-1-yl)-7-(2,2-difluoroethoxy)-2-phenylhexahydropyrano[3,2-d][1,3]dioxine-6-carboxylate